O1CC(CC1)C(C)N1N=CC(=C1)N 1-(1-(tetrahydrofuran-3-yl)ethyl)-1H-pyrazol-4-amine